FC=1C=C(C=CC1)C#C\C=C/1\C(CN(CC1)C(=O)OCC)(C)C Ethyl (4E)-4-[3-(3-fluorophenyl)prop-2-yn-1-ylidene]-3,3-dimethylpiperidine-1-carboxylate